(rac)-4-({3-[4-({1-[2,3-dihydroxypropyl]piperidin-4-yl}amino)-1-(2,2,2-trifluoroethyl)-1H-indol-2-yl]prop-2-yn-1-yl}amino)-3-methoxybenzene-1-sulfonamide O[C@H](CN1CCC(CC1)NC1=C2C=C(N(C2=CC=C1)CC(F)(F)F)C#CCNC1=C(C=C(C=C1)S(=O)(=O)N)OC)CO |r|